C(#N)C1=CC(=NC(=C1C1=CC(=C(C=C1)OC)F)C1=CC(=C(C=C1)C#N)F)N1CCC2(CCN(C2)C(=O)OC(C)(C)C)CC1 tert-butyl 8-(4-cyano-6-(4-cyano-3-fluorophenyl)-5-(3-fluoro-4-methoxyphenyl)pyrid-2-yl)-2,8-diazaspiro[4.5]decane-2-carboxylate